dibenzyl (2,2-dimethyl-4,12-dioxo-3,8-dioxa-5,11-diazahexadecane-13,16-diyl)dicarbamate CC(C)(OC(NCCOCCNC(C(CCCNC(OCC1=CC=CC=C1)=O)NC(OCC1=CC=CC=C1)=O)=O)=O)C